tris(2,2-difluoroethoxy)-methane FC(COC(OCC(F)F)OCC(F)F)F